C1(CC1)C(C)\N=C\C1=C(C=C(C=C1)C(F)(F)F)O (E)-2-(((1-cyclopropylethyl)imino)methyl)-5-(trifluoromethyl)phenol